N-(1-(6-(2-methoxyphenyl)pyridazin-3-yl)piperidin-3-yl)-4-methylbenzamide COC1=C(C=CC=C1)C1=CC=C(N=N1)N1CC(CCC1)NC(C1=CC=C(C=C1)C)=O